2-[3-(difluoromethoxy)-5-methoxyphenyl]-1-[(3S)-3-{[6-methyl-5-(pyrimidin-2-yl)pyridin-2-yl]amino}pyrrolidin-1-yl]propan-1-one FC(OC=1C=C(C=C(C1)OC)C(C(=O)N1C[C@H](CC1)NC1=NC(=C(C=C1)C1=NC=CC=N1)C)C)F